N-[3-[[4-(o-tolyl)-6-phenoxy-pyrimidin-2-yl]sulfamoyl]phenyl]acetamide C1(=C(C=CC=C1)C1=NC(=NC(=C1)OC1=CC=CC=C1)NS(=O)(=O)C=1C=C(C=CC1)NC(C)=O)C